O(CCOCCOC)C1CC(NC(C1)(C)C)(C)C 4-(1,4,7-trioxaoctyl)-2,2,6,6-tetramethylpiperidine